C(C1=CC=CC=C1)(=O)OCC(C=O)C1=CC=CC=C1 3-oxo-2-phenylpropyl benzoate